β-L-erythrofuranose O[C@@H]1[C@@H](O)[C@@H](O)CO1